(6-((2-(difluoromethoxy)pyridin-4-yl)methoxy)pyridin-2-yl)piperidine-1-carboxylic acid tert-butyl ester C(C)(C)(C)OC(=O)N1C(CCCC1)C1=NC(=CC=C1)OCC1=CC(=NC=C1)OC(F)F